ClC1=C(C2=C(OCO2)C=C1)NC1=NC=NC2=CC(=CC(=C12)OC1CCOCC1)OCCN1CCN(CC1)C N-(5-chlorobenzo[d][1,3]dioxol-4-yl)-7-(2-(4-methylpiperazin-1-yl)ethoxy)-5-((tetrahydro-2H-pyran-4-yl)oxy)quinazolin-4-amine